methyl ((2r,3s,5r)-5-(6-amino-2-fluoro-9H-purin-9-yl)-2-ethynyl-3-((((5-methyl-2-oxo-1,3-dioxolyl-4-yl) methoxy) carbonyl) oxy) tetrahydrofuran-2-yl) carbonate C(OC)(O[C@]1(O[C@H](C[C@@H]1OC(=O)OC=C1OC(OC1C)=O)N1C2=NC(=NC(=C2N=C1)N)F)C#C)=O